C[C@H]1[C@@H]([C@H]([C@H]([C@H](O1)O[C@@H]2[C@@H]([C@H]([C@@H](O[C@@H]2C(=O)O)O[C@@H]3[C@H]([C@@H](O[C@@H]([C@@H]3O)CO)O)NC(=O)C)OC(=O)C)O)O[C@H]4[C@@H]([C@@H]([C@H]([C@@H](O4)C)O)OC(=O)C)O)O)O The molecule is a polysaccharide derivative comprised of a [2)-alpha-L-Rhap(III)-(1->2)-alpha-L-Rhap(II)-(1->3)-beta-D-GalpA-(1->3)-beta-D-GalpNAc-(1->] tetrasaccharide repeat modified by the addition of an acetyl group to either O-3 or O-4 of many of the Rha(III) residues (60% to O-3; 30% to O-4). The structure provided is representative of that in Shigella flexneri serotype 6 and shows the most common repeating unit. It has a role as an antigen.